ClC1=C(C=C(C=C1)[C@@H](NC(=O)N1CC(NCC1)=O)C1=NC(=C(C=C1)F)C(F)(F)F)F N-((R)-(4-chloro-3-fluorophenyl)(5-fluoro-6-(trifluoromethyl)pyridin-2-yl)methyl)-3-oxopiperazine-1-carboxamide